COC=1C=C(C=CC1)C=1C=CC=2N(N1)C(=CN2)C=2C=C(C=CC2)NC(C)=O N-[3-[6-(3-methoxyphenyl)imidazo[1,2-b]pyridazin-3-yl]phenyl]acetamide